dimethyl (S)-2-((tert-butoxycarbonyl)amino)-4-methylenepentanedioate C(C)(C)(C)OC(=O)N[C@H](C(=O)OC)CC(C(=O)OC)=C